(S)-3-(5-(4-((1-(4-((3S,4R)-3-(2,3-dihydro-1H-inden-5-yl)-7-hydroxyisochroman-4-yl)phenyl)piperidin-4-yl)methyl)piperazin-1-yl)-1-oxoisoindolin-2-yl)piperidine-2,6-dione C1CCC2=CC(=CC=C12)[C@H]1OCC2=CC(=CC=C2[C@H]1C1=CC=C(C=C1)N1CCC(CC1)CN1CCN(CC1)C=1C=C2CN(C(C2=CC1)=O)[C@@H]1C(NC(CC1)=O)=O)O